2,2-difluoro-1-morpholinyl-2-(3-nitro-4-(piperidin-1-yl)phenyl)ethan-1-one tert-Butyl-(4-((Diethoxyphosphoryl)methyl)phenyl)(methyl)-carbamate C(C)(C)(C)OC(N(C)C1=CC=C(C=C1)CP(=O)(OCC)OCC)=O.FC(C(=O)N1CCOCC1)(C1=CC(=C(C=C1)N1CCCCC1)[N+](=O)[O-])F